ClC=1C(=C(C2=C(N(CCO2)CCC2=CC=C(C=C2)OC)C1)C(=O)O)OC 6-Chloro-7-methoxy-4-[2-(4-methoxyphenyl)ethyl]-3,4-dihydro-2H-1,4-benzoxazine-8-carboxylic acid